C1(CCCC1)[C@@H](C)NSC(C)(C)C (S)-N-[(1R)-1-cyclopentylethyl]-2-methyl-2-propanesulfenamide